lg-C3-tert-butyl-5-(2H-benzotriazol-2-yl)-4-hydroxyphenyl propionate C(CC)(=O)OC1=CC(=C(C(=C1)N1N=C2C(=N1)C=CC=C2)O)C(C)(C)C